(2S)-2-amino-N-(5-(1-(5,5-difluoro-2-oxotetrahydropyrimidin-1(2H)-yl)-2-(4,4-difluoropiperidin-1-yl)ethyl)thiazol-2-yl)-2-((1r,4S)-4-methylcyclohexyl)acetamide N[C@H](C(=O)NC=1SC(=CN1)C(CN1CCC(CC1)(F)F)N1C(NCC(C1)(F)F)=O)C1CCC(CC1)C